C1(CC1)C([C@@H](C(=O)OCC)NC(=O)C=1N(N=CC1)CC)C1CC1 ethyl (2S)-3,3-dicyclopropyl-2-[(2-ethylpyrazole-3-carbonyl)amino]propanoate